C(C)O[Si](CCCSCN1C(N(C2C1N(C(N2COC2=CC=CC=C2)=O)COC2=CC=CC=C2)COC2=CC=CC=C2)=O)(OCC)OCC 6-(5-triethoxysilyl-2-thia-pentyl)-1,3,4-tris-phenoxymethyl-tetrahydro-imidazo[4,5-d]imidazole-2,5-dione